NC1=CC=C(C=N1)N1CCOCC(C1)O 4-(6-aminopyridin-3-yl)-1,4-oxazepan-6-ol